OC1=C(C=C(C=C1)C1=CC(=NN1)NC1=C(C=C(C=C1)NC(C)=O)C)C N-(4-((5-(4-hydroxy-3-methylphenyl)-1H-pyrazol-3-yl)amino)-3-methylphenyl)acetamide